O1C(=NC2=C1C=CC=C2)C=2C(=C(C(=C(C2N2C1=CC=C(C=C1C=1C=C(C=CC21)C#N)C#N)N2C1=CC=C(C=C1C=1C=C(C=CC21)C#N)C#N)C2=CC(=NC(=C2)C)C)N2C1=CC=C(C=C1C=1C=C(C=CC21)C#N)C#N)N2C1=CC=C(C=C1C=1C=C(C=CC21)C#N)C#N 9,9',9'',9'''-(3-(benzo[d]oxazol-2-yl)-6-(2,6-dimethylpyridin-4-yl)benzene-1,2,4,5-tetrayl)tetrakis(9H-carbazole-3,6-dicarbonitrile)